OCC=1C(=NC(=NC1)C=C)C1=NC=2C=CC3=C(C2C=C1)C1=C(S3)CN[C@@H](CN1)C (R)-3-(5-(hydroxymethyl)-2-vinylpyrimidin-4-yl)-10-methyl-9,10,11,12-tetrahydro-8H-[1,4]diazepino[5',6':4,5]thieno[3,2-f]quinolin